FC(C=1N=C2N(N=C(C(=C2C)C)N2CC=3C=C(C=NC3CC2)C=2C=NC(=CC2)N(C)C)C(C1)=O)F 2-(difluoromethyl)-7-(3-(6-(dimethylamino)pyridin-3-yl)-7,8-dihydro-1,6-naphthyridin-6(5H)-yl)-8,9-dimethyl-4H-pyrimido[1,2-b]pyridazin-4-one